[N+](=O)([O-])C1=CC=CC=2NC(OC21)=O 7-nitrobenzo[d]oxazol-2(3H)-one